BrC1=C(C(=C(C=C1)CO)F)OC (4-bromo-2-fluoro-3-methoxyphenyl)methanol